IC1=NN(C2=C(C=C(C=C12)C1=CC=CC=C1)NC1CCN(CC1)C(C)=O)COCC[Si](C)(C)C 1-(4-((3-iodo-5-phenyl-1-((2-(trimethylsilyl)ethoxy)methyl)-1H-indazol-7-yl)amino)piperidin-1-yl)ethan-1-one